C(C=C)(=O)OCCCCCCOC1=CC=C(C=C1)OC(C1=CC=C(C=C1)OCCCCCCOC(C=C)=O)=O 4-(6-(acryloyloxy)hexyloxy)phenyl-4-(6-(acryloyloxy)hexyloxy)benzoate